NC(=C(C1=C(C(=CC=C1)S(=O)(=O)[O-])S(=O)(=O)[O-])N)C1=CC=CC=C1.[Na+].[Na+] Disodium diaminostilbenedisulfonate